BrC1=CN=C2C(=NC(=NN21)N2C[C@H](N[C@H](C2)C)C)NCC2=NC1=C(N2)C=CC=C1F |o1:12,14| 7-bromo-2-[rel-(3R,5S)-3,5-dimethylpiperazin-1-yl]-N-[(4-fluoro-1H-benzimidazol-2-yl)methyl]imidazo[2,1-f][1,2,4]triazin-4-amine